C1[C@H](C)O1 (S)-Propylene oxide